NC=1C2=C(N=CN1)C(=NC(=C2)N2[C@H](CC2)COC)C=2C(=C(C=CC2C)O)C 3-((R)-4-amino-6-((R)-2-(methoxymethyl)azetidin-1-yl)pyrido[3,4-d]pyrimidin-8-yl)-2,4-dimethylphenol